NC1=CC(=CN(C1=O)C)C1=C(C(=NC=C1)N1C(C=2N(C=C1)C1=C(C2)CC(C1)(C)C)=O)CO 2-(5-Amino-3'-(hydroxymethyl)-1-methyl-6-oxo-1,6-dihydro-[3,4'-bipyridin]-2'-yl)-7,7-dimethyl-7,8-dihydro-2H-cyclopenta[4,5]pyrrolo[1,2-a]pyrazin-1(6H)-one